FC1=CC=C(C=C1)C1CCN(C(O1)=O)C1=NC(=NN1)C1=CC=NC=C1 6-(4-fluorophenyl)-3-(3-(pyridin-4-yl)-1H-1,2,4-triazol-5-yl)-1,3-oxazinan-2-one